(3R)-3-[(6-bromo-5-methyl-pyridazin-3-yl)amino]piperidine-1-carboxylic acid tert-butyl ester C(C)(C)(C)OC(=O)N1C[C@@H](CCC1)NC=1N=NC(=C(C1)C)Br